2'-chloro-N-{5-[(2-hydroxyethyl)amino]-[1,3]thiazolo[5,4-d]pyrimidin-2-yl}-5'-methoxy-6-methyl-[4,4'-bipyridine]-3-carboxamide ClC1=NC=C(C(=C1)C1=C(C=NC(=C1)C)C(=O)NC=1SC=2N=C(N=CC2N1)NCCO)OC